N1C=NC2=C1C=CC(=C2)N2C(NCC2C2=CC(=C(C=C2)Cl)Cl)=O 1-(1H-benzo[d]imidazol-5-yl)-5-(3,4-dichlorophenyl)imidazolidin-2-one